O1CCN(CC1)CCCN 3-morpholinopropane-1-amine